bromoethanon BrC(C)=O